6,7-dichloro-5-(2,6-difluorophenyl)-3H-1,4-benzodiazepin-2-amine ClC1=C(C=CC2=C1C(=NCC(=N2)N)C2=C(C=CC=C2F)F)Cl